2-cyano-3,3-diphenylhexyl acrylate C(C=C)(=O)OCC(C(CCC)(C1=CC=CC=C1)C1=CC=CC=C1)C#N